6-(1-(2-morpholinoethyl)-2,4-dioxo-3-((3-(3-(trifluoromethyl)-4-(2-(trifluoromethyl)phenoxy)phenyl)-1,2,4-oxadiazol-5-yl)methyl)-1,3,8-triazaspiro[4.5]decan-8-yl)-6-oxohexanoic acid O1CCN(CC1)CCN1C(N(C(C12CCN(CC2)C(CCCCC(=O)O)=O)=O)CC2=NC(=NO2)C2=CC(=C(C=C2)OC2=C(C=CC=C2)C(F)(F)F)C(F)(F)F)=O